N1(CCCC1)C1=CC=C(C=C1)C1=CC=NC2=C3N=CC=C(C3=CC=C12)C1=CC=C(C=C1)N1CCCC1 4,7-bis[4-(1-pyrrolidinyl)phenyl]-1,10-phenanthroline